FC1=CC(=C(C=C1CCC)C1=NOC(=C1)CN1CCNCC1)OC 3-(4-fluoro-2-methoxy-5-propylphenyl)-5-(piperazine-1-ylmethyl)isoxazole